[Si](C)(C)(C(C)(C)C)OCC1(CN(C1)C(=O)O)F 3-(((tert-butyldimethylsilyl)oxy)methyl)-3-fluoroazetidine-1-carboxylic acid